3-(1-(3-chlorophenyl)-5-(piperidine-1-carbonyl)-1H-benzo[d]imidazol-2-yl)propanoic acid ClC=1C=C(C=CC1)N1C(=NC2=C1C=CC(=C2)C(=O)N2CCCCC2)CCC(=O)O